BrC=1C(N(C(=CC1OCC1=C(CNC(OCC)=O)C=C(C=C1)F)C)C1=C(C=CC(=C1)C(=O)NC)C)=O ethyl 2-{[(3-bromo-6-methyl-1-{2-methyl-5-[(methylamino) carbonyl] phenyl}-2-oxo-1,2-dihydropyridin-4-yl) oxy] methyl}-5-fluorobenzylcarbamate